C(=O)(OCC1C2=CC=CC=C2C2=CC=CC=C12)N[C@@H](C(C)(C)C)C(=O)O Fmoc-L-tert-leucine